(S)-7-(1-(4-amino-3-(3-fluoro-4-isopropoxyphenyl)-1H-pyrazolo[3,4-d]pyrimidin-1-yl)propyl)-3-chloro-6-phenyl-5H-thiazolo[3,2-a]pyridin-5-one NC1=C2C(=NC=N1)N(N=C2C2=CC(=C(C=C2)OC(C)C)F)[C@@H](CC)C=2C=C1N(C(C2C2=CC=CC=C2)=O)C(=CS1)Cl